2,9-dimethyl-5-decyne-4,7-diol CC(C)CC(C#CC(CC(C)C)O)O